3-[tris(trimethylsiloxy)-silyl]propylvinyl carbamate C(N)(OC=CCCC[Si](O[Si](C)(C)C)(O[Si](C)(C)C)O[Si](C)(C)C)=O